C(C)(C)(C)OC(=O)N1CC(CCC1)C(=O)O Piperidine-1,3-dicarboxylic acid-1-(tert-butyl)ester